(Rac)-Tert-Butyl 4-(4-chlorophenyl)azepane-1-carboxylate ClC1=CC=C(C=C1)[C@H]1CCN(CCC1)C(=O)OC(C)(C)C |r|